C(C)(C)OC(C(CC(C)(C)C)C1=CC=C(C=C1)Br)=O 2-(4-bromophenyl)-4,4-dimethylpentanoic acid isopropyl ester